cis-8-dimethylamino-3-[6-(4-methyl-3-oxo-piperazin-1-yl)-pyridin-3-yl]-8-phenyl-1,3-diazaspiro[4.5]decan-2-one CN(C1(CCC2(CN(C(N2)=O)C=2C=NC(=CC2)N2CC(N(CC2)C)=O)CC1)C1=CC=CC=C1)C